tert-butyl 3-[8-[2-[[tert-butyl(dimethyl)silyl]oxymethyl]thieno[3,2-b]pyridin-7-yl]-6-chloro-3,4-dihydro-2H-quinolin-1-yl]piperidine-1-carboxylate [Si](C)(C)(C(C)(C)C)OCC1=CC2=NC=CC(=C2S1)C=1C=C(C=C2CCCN(C12)C1CN(CCC1)C(=O)OC(C)(C)C)Cl